C1(CC1)CNP(OCC1=C(C=C(C=C1)NC([C@H](C)N)=O)F)(=O)CC\C=C(\CO)/C 4-((S)-2-aminopropanamido)-2-fluorobenzyl N-(cyclopropylmethyl)-P-((E)-5-hydroxy-4-methylpent-3-en-1-yl)phosphonamidate